FC=1C=C2C(C=C(OC2=C(C1)C(C)NC1=C(C(=O)O)C=CC=C1)N1CC2=CC=CC=C2C1)=O 2-[1-(6-fluoro-2-isoindolin-2-yl-4-oxo-chromen-8-yl)ethylamino]benzoic acid